(E)-4,8-Nonadienal C(CC\C=C\CCC=C)=O